C(CCC)[Al](CCCC)CCCC Tributyl-aluminium